NC=1C=C(C=CC1NC1=CC=CC=C1)C(C(F)(F)F)(C(F)(F)F)C1=CC(=C(C=C1)NC1=CC=CC=C1)N 2,2-bis(3-amino-4-(N-phenylamino)phenyl)hexafluoropropane